2-chloro-N-(1-(5-methoxypyridin-3-yl)-1H-imidazol-4-yl)pyrrolo[2,1-f][1,2,4]triazin-4-amine ClC1=NN2C(C(=N1)NC=1N=CN(C1)C=1C=NC=C(C1)OC)=CC=C2